C(C)(C)(C)OC(NC=1C(=NC(=NC1)Cl)C)=O N-(2-chloro-4-methyl-pyrimidin-5-yl)carbamic acid tert-butyl ester